BrC1=CC(=C(C=C1F)N1N=C(C=C1)OCC1=C(C=C(C#N)C=C1)F)F 4-(((1-(4-bromo-2,5-difluorophenyl)-1H-pyrazol-3-yl)oxy)methyl)-3-fluorobenzonitrile